O1C2C(=CC=C1)C=CC1=CC=CC=C12 naphtho[1,2-b]-pyran